N-(3-carbamoyl-5,5,7,7-tetramethyl-5,7-dihydro-4H-thieno[2,3-c]pyran-2-yl)-3-ethyl-4-methyl-1H-pyrazole-5-carboxamide C(N)(=O)C1=C(SC=2C(OC(CC21)(C)C)(C)C)NC(=O)C2=C(C(=NN2)CC)C